tert-butyl ((3S,5S)-1-(2-amino-5-(4-cyanopyridin-3-yl)phenyl)-5-(hydroxymethyl)pyrrolidin-3-yl)carbamate NC1=C(C=C(C=C1)C=1C=NC=CC1C#N)N1C[C@H](C[C@H]1CO)NC(OC(C)(C)C)=O